N-(3-fluoro-4-(1-(2-methoxyethyl)piperidin-4-yl)phenyl)-4-((8-methyl-2,3-dihydro-1H-pyrido[2,3-b][1,4]oxazin-7-yl)amino)-2-oxo-1,2-dihydropyridine-3-carboxamide FC=1C=C(C=CC1C1CCN(CC1)CCOC)NC(=O)C=1C(NC=CC1NC1=C(C2=C(OCCN2)N=C1)C)=O